7-(1H-indol-5-yl)-1-(2-(tetrahydro-2H-pyran-4-yl)ethyl)-3,4-dihydropyrazino[2,3-b]pyrazin N1C=CC2=CC(=CC=C12)C1=CN=C2C(=N1)N(CCN2)CCC2CCOCC2